N-(4-(4-(2-azaspiro[3.3]heptane-2-carbonyl)piperazin-1-yl)phenyl)-4-((8-methyl-2,3-dihydro-1H-pyrido[2,3-b][1,4]oxazin-7-yl)amino)-2-oxo-1,2-dihydropyridine-3-carboxamide C1N(CC12CCC2)C(=O)N2CCN(CC2)C2=CC=C(C=C2)NC(=O)C=2C(NC=CC2NC2=C(C1=C(OCCN1)N=C2)C)=O